(S)-5-(4-ethynyl-3-(trifluoromethyl)phenyl)-6-methyl-3,6-dihydro-2H-1,3,4-oxadiazin-2-one C(#C)C1=C(C=C(C=C1)C1=NNC(O[C@H]1C)=O)C(F)(F)F